C(C=C)OC1=CC(=CC2=C1ON(O2)OCC)C(=O)O 7-(allyloxy)-2-ethoxybenzo[d][1,3]dioxazole-5-carboxylic acid